1-(3-chloro-4-methylphenyl)-3-((3-(2,6-dioxopiperidin-3-yl)-1-methyl-2-oxo-2,3-dihydro-1H-naphtho[1,2-d]imidazol-8-yl)methyl)urea ClC=1C=C(C=CC1C)NC(=O)NCC1=CC=C2C=CC3=C(N(C(N3C3C(NC(CC3)=O)=O)=O)C)C2=C1